FC1=CC(=C(C=C1)C1=C2C=NN(C2=C(C=C1)CC1CN(C1)[C@@H](CCCC(N)CCOC)C(C)C)C)C(=O)N1[C@@H](COCC1)C [(4S)-4-{3-[(4-{4-fluoro-2-[(3R)-3-methylmorpholine-4-carbonyl]phenyl}-1-methyl-1H-indazol-7-yl)methyl]azetidin-1-yl}-5-methylhexyl](2-methoxyethyl)methanamine